N-((trans)-4-(3,3-difluoro-2-oxopyrrolidin-1-yl)cyclohexyl)-2-(1H-imidazol-1-yl)-6,7-dihydro-5H-cyclopenta[d]pyrimidine-4-carboxamide FC1(C(N(CC1)[C@@H]1CC[C@H](CC1)NC(=O)C=1C2=C(N=C(N1)N1C=NC=C1)CCC2)=O)F